C1(CC1)C=1N=CC2=C3C(=CC(=C2C1)S(NCC(C)(C)F)(=O)=O)[C@@H](CC3)NC(=O)C3CN(C3)C(=O)OC(C)(C)C |o1:22| tert-butyl 3-[[(7R*)-3-cyclopropyl-5-[(2-fluoro-2-methylpropyl)sulfamoyl]-8,9-dihydro-7H-cyclopenta[h]isoquinolin-7-yl]carbamoyl]azetidine-1-carboxylate